FC(C)(F)C=1N=CN(C(C1OC=1C(=C(C#N)C=C(C1)C(F)F)C)=O)CC1=C(N=C(NC1=O)C)C 3-((4-(1,1-difluoroethyl)-1-((2,4-dimethyl-6-oxo-1,6-dihydropyrimidin-5-yl)methyl)-6-oxo-1,6-dihydropyrimidin-5-yl)oxy)-5-(difluoromethyl)-2-methylbenzonitrile